3,9-bis(2-(3-(3-tert-butyl-4-hydroxy-5-methylphenyl)propionyloxy)-1,1-dimethylethyl)-2,4,8,10-tetraoxaspiro[5.5]undecane C(C)(C)(C)C=1C=C(C=C(C1O)C)CCC(=O)OCC(C)(C)C1OCC2(CO1)COC(OC2)C(COC(CCC2=CC(=C(C(=C2)C)O)C(C)(C)C)=O)(C)C